2-Amino-4-[3-[[(2S)-5,5-difluoro-1-methyl-2-piperidyl]methoxy]-5-fluoro-7,9-dihydrofuro[3,4-f]quinazolin-6-yl]-7-fluoro-thieno[3,2-c]pyridine-3-carbonitrile NC1=C(C=2C(=NC=C(C2S1)F)C=1C2=C(C=3C=NC(=NC3C1F)OC[C@H]1N(CC(CC1)(F)F)C)COC2)C#N